C(C)(C)(C)[Si](C=1N(C2=NC=C(C=C2C1)OCC(=O)O)C)(F)C(C)(C)C {2-[di(tert-butyl)(fluoro)silyl]-1-methyl-1H-1,7-diazainden-5-yloxy}acetic acid